NCC1=C(C=CC(=N1)NC=1C=CC(=C2CNC(C12)=O)C1=CN=C2N1C=CC(=C2)F)[C@@H]2COCC2 (R)-7-((6-(aminomethyl)-5-(tetrahydrofuran-3-yl)pyridin-2-yl)amino)-4-(7-fluoroimidazo[1,2-a]pyridin-3-yl)isoindolin-1-one